8-bromo-7-fluoro-6-(2-fluorophenyl)-4H-[1,2,4]Triazolo[4,3-a][1,4]Benzodiazepine BrC=1C=CC2=C(C(=NCC=3N2C=NN3)C3=C(C=CC=C3)F)C1F